C1=CC=CC=2C3=CC=CC=C3C(C12)COC(=O)N(C(C(=O)OC(C)(C)C)CC1=C(C=CC=C1)C1CC1)C tert-Butyl 2-((((9H-fluoren-9-yl)methoxy) carbonyl)(methyl)amino)-3-(2-cyclopropylphenyl)propanoate